COC(C(=O)N(C)C)OC N,N-dimethylglyoxylamide dimethyl acetal